trans-3-(benzyloxy)cyclobutane-1-ol C(C1=CC=CC=C1)O[C@@H]1C[C@H](C1)O